tris(4,4'-dimethyl-2,2'-bipyridinate) ruthenium (II) [Ru+2].CC1=C(C(=NC=C1)C1=NC=CC(=C1)C)C(=O)[O-].CC1=C(C(=NC=C1)C1=NC=CC(=C1)C)C(=O)O.CC1=C(C(=NC=C1)C1=NC=CC(=C1)C)C(=O)[O-]